5-[4-(2-Cyclopropylmethoxy-3-pyridinyl)-2,6-difluoro-phenyl]hexanoic acid C1(CC1)COC1=NC=CC=C1C1=CC(=C(C(=C1)F)C(CCCC(=O)O)C)F